N(=[N+]=[N-])C(C(C(C(O)=O)(F)F)(F)F)C[C@@H]1SC[C@@H]2NC(=O)N[C@H]12 azidotetrafluorobiotin